Cl.Cl.BrC=1C=CC=2N(C3=CC=C(C=C3C2C1)Br)C[C@@H](CN1CCN(CC1)CCC(=O)O)O (R)-3-(4-(3-(3,6-dibromo-9H-carbazol-9-yl)-2-hydroxypropyl)piperazin-1-yl)propanoic acid dihydrochloride